5-[[2-(2-pyridinyl)-4-quinolinyl]carbonyl]-2,4(1H,3H)-pyrimidinedione N1=C(C=CC=C1)C1=NC2=CC=CC=C2C(=C1)C(=O)C=1C(NC(NC1)=O)=O